C1(CC1)C1=NC=NC(=C1C1=NC=C(C(=N1)NC1(CC1)C1=CC=C(C=C1)C=1N(C=C(N1)C(F)(F)F)C)N)OC 4'-Cyclopropyl-6'-methoxy-N4-(1-(4-(1-methyl-4-(trifluoromethyl)-1H-imidazol-2-yl)benzeneyl)cyclopropyl)-[2,5'-bipyrimidine]-4,5-diamine